C=C\C=C\CC(CCC)O trans-2cis-6-nonadienol